2,6-dioxopiperidin-3-yl-4-((2-fluoro-4-(hydroxymethyl)benzyl)amino)isoindoline-1,3-dione O=C1NC(CCC1N1C(C2=CC=CC(=C2C1=O)NCC1=C(C=C(C=C1)CO)F)=O)=O